ClC=1C=C(CCNC[C@H](COC2=CC=C(C=C2)S(=O)(=O)C)O)C=CC1 (R)-1-((3-chlorophenethyl)amino)-3-(4-(methylsulfonyl)phenoxy)propan-2-ol